(S)-3-methyl-N-(1-(3-(2-methylpyridin-4-yl)-1,2,4-oxadiazol-5-yl)propyl)-1-phenyl-1H-pyrazole-5-carboxamide CC1=NN(C(=C1)C(=O)N[C@@H](CC)C1=NC(=NO1)C1=CC(=NC=C1)C)C1=CC=CC=C1